C(C=C)(=O)OCCO hydroxyethyl acrylate